C(#N)C=1C=C(C=CC1)NC(\C=C\C=1C=CC=2N(C3=CC=CC=C3SC2C1)CC)=O (E)-N-(3-cyanophenyl)-3-(10-ethyl-10H-phenothiazin-3-yl)acrylamide